C(C)OC(OCC)[SiH2]CCCOCC(CS)S 3-(3-diethoxymethylsilylpropoxy)propane-1,2-dithiol